C(#N)C1OCC(C1CC(=O)[O-])CC(=O)[O-] 2-cyanotetrahydrofuran-3,4-diacetate